C(C)OC([C@H]([C@H](O)C=1SC=C(N1)Br)NC(C1=CC=CC=C1)C1=CC=CC=C1)=O (2S,3S)-3-(4-bromothiazol-2-yl)-2-(benzhydrylamino)-3-hydroxypropionic acid ethyl ester